N-(5-chloro-6-(4-hydroxyphenoxy)pyrimidin-4-yl)-2,3,4-trimethoxybenzamide ClC=1C(=NC=NC1OC1=CC=C(C=C1)O)NC(C1=C(C(=C(C=C1)OC)OC)OC)=O